2-((3S,4S)-1-Benzyl-4-(hydroxymethyl)pyrrolidin-3-yl)phenol C(C1=CC=CC=C1)N1C[C@@H]([C@@H](C1)CO)C1=C(C=CC=C1)O